N-({5-[5-(difluoromethyl)-1,3,4-oxadiazol-2-yl]-1,3-thiazol-2-yl}methyl)-N-(6-methylpyridin-2-yl)propane-1-sulfonamide FC(C1=NN=C(O1)C1=CN=C(S1)CN(S(=O)(=O)CCC)C1=NC(=CC=C1)C)F